C(C)=C(C=O)C1=CC=CC=C1 Alpha-ethylidene-Benzeneacetaldehyde